[(2R,3R,5R)-4,4-difluoro-3-[(2-methylpropanoyl)oxy]-5-[2-oxo-4-(2-propylpentanamido)-1,2-dihydropyrimidin-1-yl]oxolan-2-yl]methyl (2R)-2-[[(tert-butoxy)carbonyl]amino]butanoate C(C)(C)(C)OC(=O)N[C@@H](C(=O)OC[C@H]1O[C@H](C([C@@H]1OC(C(C)C)=O)(F)F)N1C(N=C(C=C1)NC(C(CCC)CCC)=O)=O)CC